P(=O)(OCC)(OCC)OCC1=CC(=C(C(=C1)C(C)(C)C)O)C(C)(C)C diethyl [[3,5-bis(1,1-dimethylethyl)-4-hydroxyphenyl] methyl] phosphate